O.O.O.O.O.O.O.[O-]S(=O)(=O)[O-].[Fe+2] The molecule is a hydrate that is the heptahydrate form of iron(2+) sulfate. It is used as a source of iron in the treatment of iron-deficiency anaemia (generally in liquid-dosage treatments; for solid-dosage treatments, the monohydrate is normally used). It has a role as a nutraceutical, an anti-anaemic agent and a reducing agent. It is a hydrate and an iron molecular entity. It contains an iron(2+) sulfate (anhydrous).